C(=O)(O)[C@]1([C@H]([C@H]([C@@H](O1)N1C(=O)N(C(=O)C=C1)C(C1=CC=CC=C1)=O)OC)OC(C1=CC=CC=C1)=O)CO 4'-Carboxy-3'-O-benzoyl-2'-O-methyl-N3-benzoyluridine